NC=1N=C(C2=C(N1)C=NN2CC=2C=C(C=CC2OC)CN[C@H]2[C@@H](COC2)O)N[C@H](CCO)CCC (3S,4R)-4-[({3-[(5-amino-7-{[(3S)-1-hydroxyhexan-3-yl]amino}-1H-pyrazolo[4,3-d]pyrimidin-1-yl)methyl]-4-methoxyphenyl}methyl)-amino]oxolan-3-ol